methyl 4-{5-fluoro-3-[(3-fluoro-5-methanesulfonylphenyl)methoxy] pyridin-2-yl}-5-methylthiophene-2-carboxylate FC=1C=C(C(=NC1)C=1C=C(SC1C)C(=O)OC)OCC1=CC(=CC(=C1)S(=O)(=O)C)F